4,4-difluoro-3-{[(R)-2-methylpropane-2-sulfinyl]imino}-2-({[(cis)-4-phenylcyclohexyl]oxy}methyl)piperidine-1-carboxylic acid tert-butyl ester C(C)(C)(C)OC(=O)N1C(C(C(CC1)(F)F)=N[S@](=O)C(C)(C)C)CO[C@@H]1CC[C@@H](CC1)C1=CC=CC=C1